4,6-dihydrospiro[cyclopenta[d]oxazole-5,4'-piperidine]-6-amine N1CCC2(CC1)C(C1=C(N=CO1)C2)N